C1(=CC=CC=C1)S(=O)(=O)OC=1C(=CC=2C3CC[C@@]4([C@H](CCC4C3CCC2C1)OS(=O)(=O)C)C)OC (13S,17S)-2-methoxy-13-methyl-17-((methylsulfonyl) oxy)-7,8,9,11,12,13,14,15,16,17-decahydro-6H-cyclopenta[a]phenanthren-3-yl benzenesulfonate